(S)-2-benzyl-aziridine C(C1=CC=CC=C1)[C@@H]1NC1